(4aR,8aS)-6-[3-(4-hydroxyphenyl)azetidine-1-carbonyl]-4,4a,5,7,8,8a-hexahydropyrido[4,3-b][1,4]oxazin-3-one OC1=CC=C(C=C1)C1CN(C1)C(=O)N1C[C@@H]2[C@@H](OCC(N2)=O)CC1